3-(Cyclopropylethynyl)benzoic acid methyl ester COC(C1=CC(=CC=C1)C#CC1CC1)=O